OC1=C(N(S(C2=C1C=CC=C2)(=O)=O)C)C(=O)NN 4-hydroxy-2-methyl-2H-1,2-benzothiazine-3-carbohydrazide-1,1-dioxide